C12CCC(C(CCC1)N2)O 9-azabicyclo[3.3.1]nonan-4-ol